C(CCCCCCCCCCCCCCCCCCCCC)(=O)OCC(O)CO 1-glyceryl monobehenate